methyl phosphonofluoridate P(OC)(=O)F